C1(CC1)C(=O)N1CCC2=CC(=CC=C12)C=1N=C(SC1C)NC(CC1=CC(=CC=C1)OCCN(C)CCNC1=C2C(N(C(C2=CC=C1)=O)C1C(NC(CC1)=O)=O)=O)=O N-(4-(1-(cyclopropanecarbonyl)indolin-5-yl)-5-methylthiazol-2-yl)-2-(3-(2-((2-(2-(2,6-dioxopiperidin-3-yl)-1,3-dioxoisoindolin-4-ylamino)ethyl)(methyl)amino)ethoxy)phenyl)acetamide